2'-hydroxy-4'-phenyl-4-carboxyl-chalcone OC1=C(C(/C=C/C2=CC=C(C=C2)C(=O)O)=O)C=CC(=C1)C1=CC=CC=C1